1-(6-(4-(3,5-dimethyl-1H-indazol-4-yl)-5,6,7,8-tetrahydro-2-quinazolinyl)-2,6-diazaspiro[3.4]octan-2-yl)-2-propen-1-one CC1=NNC2=CC=C(C(=C12)C1=NC(=NC=2CCCCC12)N1CC2(CN(C2)C(C=C)=O)CC1)C